N-(1-((2-(azetidin-1-yl)pyrimidin-5-yl)methyl)-1H-pyrazol-4-yl)-6-(3-chloro-6-(difluoro-methyl)-2-fluorophenyl)-3-formyl-N-((2-(trimethylsilyl)ethoxy)methyl)pyrazine-2-carboxamide N1(CCC1)C1=NC=C(C=N1)CN1N=CC(=C1)N(C(=O)C1=NC(=CN=C1C=O)C1=C(C(=CC=C1C(F)F)Cl)F)COCC[Si](C)(C)C